2-(2'-hydroxyl-2'-tert-butylphenyl)benzotriazole OC1(C(C=CC=C1)N1N=C2C(=N1)C=CC=C2)C(C)(C)C